IC=1C=C(C=C(C1)C1=CC=C(C=C1)C(=O)OCC)C1=CC=C(C=C1)C(=O)OCC diethyl 5'-iodo-1,1':3',1''-terphenyl-4,4''-dicarboxylate